4-((1s,3s)-3-((tert-butyldimethylsilyl)oxy)cyclobutyl)thiazolo[4,5-c]pyridine [Si](C)(C)(C(C)(C)C)OC1CC(C1)C1=NC=CC2=C1N=CS2